2-cyclopropyl-4,5-dihydro-1H-imidazole C1(CC1)C=1NCCN1